(Z)-2-(5-chloro-1H-indol-3-yl)-3-(4-(4-(trifluoromethyl)phenyl)pyridin-3-yl)acrylonitrile ClC=1C=C2C(=CNC2=CC1)/C(/C#N)=C/C=1C=NC=CC1C1=CC=C(C=C1)C(F)(F)F